Cl.BrC1=CNC(C2=C1N=C(N=C2NC2=CC(=C(C=C2)OC2=CC=CC=C2)C)NC2CCN(CC2)C)=O 8-bromo-4-((3-methyl-4-phenoxyphenyl)amino)-2-((1-methylpiperidin-4-yl)amino)pyrido[4,3-d]pyrimidin-5(6H)-one hydrochloride